2-chloro-10-(3-(4-(2-hydroxyethyl)piperazin-1-yl)propyl)-10H-phenothiazine 5-oxide ClC1=CC=2N(C3=CC=CC=C3S(C2C=C1)=O)CCCN1CCN(CC1)CCO